methyl 3-((dimethylamino) methyl)-2-fluoro-5-nitrobenzoate CN(C)CC=1C(=C(C(=O)OC)C=C(C1)[N+](=O)[O-])F